calcium sodium butoxide [O-]CCCC.[Na+].[Ca+2].[O-]CCCC.[O-]CCCC